C(C)(C)(C)C1N(CCC(C1)C1=C(C(=NC=C1F)N)N)C(=O)O.CC=1N=C(SC1C1=CC(=NC=C1)C(C(F)(F)F)(C)C)NC(=O)NC([C@H]1NCCC1)=O N-(4-methyl-5-(2-(2,2,2-trifluoro-1,1-dimethylethyl)-4-pyridinyl)-2-thiazolyl)aminocarbonyl-L-prolinamide tert-Butyl-4-(2,3-diamino-5-fluoro-4-pyridyl)piperidine-1-carboxylate